Cl.Cl.NC1CCN(CC1)C1=C(C=NC2=CC=C(C=C12)C=1C(=C(C#N)C=CC1)O)C1=CC(=CC(=C1)F)F 3-[4-(4-amino-piperidin-1-yl)-3-(3,5-difluoro-phenyl)-quinolin-6-yl]-2-hydroxy-benzonitrile dihydrochloride